FC1(CCN(CC1)C1=NC2=CC(=C(C=C2C(=N1)NC1=NSC=N1)OC)OCCCN1CCCC1)F N-(2-(4,4-difluoropiperidin-1-yl)-6-methoxy-7-(3-(pyrrolidin-1-yl)propoxy)quinazolin-4-yl)-1,2,4-thiadiazol-3-amine